2-(4-carbamoylphenyl)-1-((1r,3r)-3-(methylcarbamoyl)cyclobutyl)-N-(3-(4-phenylpiperazin-1-yl)propyl)-1H-benzo[d]imidazole-6-carboxamide C(N)(=O)C1=CC=C(C=C1)C1=NC2=C(N1C1CC(C1)C(NC)=O)C=C(C=C2)C(=O)NCCCN2CCN(CC2)C2=CC=CC=C2